N-((2R)-1-(4-(1H-indol-3-yl)-2-methyl-1,3-dioxo-2,8-diazaspiro[4.5]decan-8-yl)-3-methyl-1-oxobutan-2-yl)-2-fluoro-5-(trifluoromethyl)benzamide N1C=C(C2=CC=CC=C12)C1C(N(C(C12CCN(CC2)C([C@@H](C(C)C)NC(C2=C(C=CC(=C2)C(F)(F)F)F)=O)=O)=O)C)=O